N=S1(CCN(CC1)C1=CC=C(C=N1)C=1C=2N(C=C(C1)C=1C=NN(C1)C)N=CC2)=O 4-(6-(1-imino-1-oxothiomorpholinyl)pyridin-3-yl)-6-(1-methyl-1H-pyrazole-4-yl)pyrazolo[1,5-a]pyridine